tert-Butyl 3-(2-phenylethynyl)-6,8-dihydro-5H-[1,2,4]triazolo[4,3-a]pyrazine-7-carboxylate C1(=CC=CC=C1)C#CC1=NN=C2N1CCN(C2)C(=O)OC(C)(C)C